6-(2-{5-[(3R,5R)-3-amino-5-fluoropiperidine-1-carbonyl]-7-methoxy-1-methyl-1H-1,3-benzodiazol-2-yl}-1-(cyclopropylmethyl)-1H-indol-6-yl)-2,3-dihydro-1H-isoindol-1-one N[C@H]1CN(C[C@@H](C1)F)C(=O)C1=CC2=C(N(C(=N2)C=2N(C3=CC(=CC=C3C2)C2=CC=C3CNC(C3=C2)=O)CC2CC2)C)C(=C1)OC